5-butylpicolinohydrazide C(CCC)C=1C=CC(=NC1)C(=O)NN